CCCCCCCCCCCCCC(=O)OC[C@H](CO)OC(=O)CCCCCCC/C=C\\CCCCCCCC The molecule is a 1,2-diacyl-sn-glycerol that has myristoyl and oleoyl as 1- and 2-acyl groups respectively. It has a role as a mouse metabolite. It is a 1,2-diacyl-sn-glycerol, a 1-myristoyl-2-oleoylglycerol and a tetradecanoate ester. It is an enantiomer of a 2-oleoyl-3-myristoyl-sn-glycerol.